1-(4-(4-aminopiperidin-1-yl)phenyl)dihydropyrimidine-2,4(1H,3H)-dione NC1CCN(CC1)C1=CC=C(C=C1)N1C(NC(CC1)=O)=O